3-(dimethylamino)-1-((trans)-2-fluorocyclopropyl)prop-2-en-1-one CN(C=CC(=O)[C@H]1[C@@H](C1)F)C